O[C@H]1[C@@H]([C@@H]2[C@@H](OC(C2)=O)C1)CO (3aR,4S,5R,6aS)-hexahydro-5-hydroxy-4-hydroxymethyl-2H-cyclopenta[B]furan-2-one